1-methyldimethoxysilylethyldimethylsilyl-Methylsilyl-2-(diethylamino)(methyldiethoxysilylpropylamino)methylsilylethyldimethylsilylbenzene C[Si](C(C)C1=C(C(=C(C(=C1[SiH](C)C)N(CC)CC)CC[SiH2]CNCCC[Si](OCC)(OCC)C)[SiH2]C)[SiH](C)C)(OC)OC